CC1=CC(=C2C=C(C=NC2=C1)C1=C(C=CC=C1)C)C(C)O 1-(7-methyl-3-(o-tolyl)quinolin-5-yl)ethan-1-ol